Methyl 4-[1-[[4-[cyclopropylmethyl(2-phenoxyethyl)amino]tetrahydropyran-4-carbonyl]amino]cyclopropyl]benzoate C1(CC1)CN(C1(CCOCC1)C(=O)NC1(CC1)C1=CC=C(C(=O)OC)C=C1)CCOC1=CC=CC=C1